FC1C(C2(CCCC2)CC(C1)C1=CC(=C(C=C1)F)C)=O 7-fluoro-9-(4-fluoro-3-methylphenyl)spiro[4.5]decan-6-one